O1C(=NC=C1)[C@@H](C)OC=1C(=NC=C(C1)B1OC(C(O1)(C)C)(C)C)N |r| (rac)-3-[1-(1,3-oxazol-2-yl)ethoxy]-5-(4,4,5,5-tetramethyl-1,3,2-dioxaborolan-2-yl)pyridin-2-amine